(((3,3-Difluoro-2-(methoxymethoxy)cyclopent-1-en-1-yl)methoxy)methyl)benzeneid methyl-3-(2-(2-(2,2-dimethylhydrazono)ethylidene)hydrazinyl)-1-methyl-1H-pyrazole-5-carboxylate COC(=O)C1=CC(=NN1C)NN=CC=NN(C)C.FC1(C(=C(CC1)COCC1=[C-]C=CC=C1)OCOC)F